4-isopropyl-4-heptanol C(C)(C)C(CCC)(CCC)O